FC(C(=O)O)(F)F.N1CC(C1)N1C=C(C=C1)N1N=C(C=2C1=NC=NC2N)C2=CC=C(C=C2)OC2=CC=CC=C2 1-(1-(azetidin-3-yl)pyrrol-3-yl)-3-(4-phenoxyphenyl)-1H-pyrazolo[3,4-d]pyrimidin-4-amine trifluoroacetate